C(CC)C=1NC=C(N1)C=O 2-PROPYL-1H-IMIDAZOLE-4-CARBALDEHYDE